2-((1r,4r)-4-(tert-Butoxycarbonyl)cyclohexyl)-6-methoxy-2H-indazole-5-carboxylic acid C(C)(C)(C)OC(=O)C1CCC(CC1)N1N=C2C=C(C(=CC2=C1)C(=O)O)OC